5-chloro-1,3-benzodioxole ClC1=CC2=C(OCO2)C=C1